zinc sulfoxylate S([O-])[O-].[Zn+2]